N-(1-(bicyclo[1.1.1]pentan-1-yl)-1H-pyrazol-4-yl)-6-chloro-7-(1-(3-methyloxetan-3-yl)piperidin-4-yl)quinazolin-2-amine C12(CC(C1)C2)N2N=CC(=C2)NC2=NC1=CC(=C(C=C1C=N2)Cl)C2CCN(CC2)C2(COC2)C